3-(trifluoromethyl)-5-((R)-3-(((3S,4R,5R)-3,4,5-tris(benzyloxy)piperidin-1-yl)methyl)pyrrolidin-1-yl)pyridine FC(C=1C=NC=C(C1)N1C[C@H](CC1)CN1C[C@@H](C([C@@H](C1)OCC1=CC=CC=C1)OCC1=CC=CC=C1)OCC1=CC=CC=C1)(F)F